N1(C=NC=C1)C1=NC(=NC(=C1)C)C(=O)NC1CCC(CC1)OC 4-(1H-imidazol-1-yl)-N-((1r,4r)-4-methoxycyclohexyl)-6-methylpyrimidine-2-carboxamide